5-(trifluoromethyl)pyrazole-4-carboxamide FC(C1=C(C=NN1)C(=O)N)(F)F